tert-butyl N-[5-ethylsulfonyl-1-methyl-2-[1-(2,2,2-trifluoroethyl)pyrazol-4-yl]imidazol-4-yl]carbamate C(C)S(=O)(=O)C1=C(N=C(N1C)C=1C=NN(C1)CC(F)(F)F)NC(OC(C)(C)C)=O